bis(2,6-dimethoxybenzoyl)-isobutylphosphine oxide COC1=C(C(=O)P(CC(C)C)(C(C2=C(C=CC=C2OC)OC)=O)=O)C(=CC=C1)OC